4-(3-(piperazin-1-yl)-1H-pyrazol-1-yl)benzonitrile N1(CCNCC1)C1=NN(C=C1)C1=CC=C(C#N)C=C1